5-(4-chloro-2-fluoro-phenyl)-2,3-dimethyl-7-[2-(1-methylpyrazol-4-yl)morpholino]-2,6-naphthyridin-1-one ClC1=CC(=C(C=C1)C1=C2C=C(N(C(C2=CC(=N1)N1CC(OCC1)C=1C=NN(C1)C)=O)C)C)F